FC1=C(CNC2=NS(C3=C(N2)C(=CC=C3)C3=CC(=CC(=C3)F)F)(=O)=O)C=C(C=C1)F 3-((2,5-difluorobenzyl)amino)-5-(3,5-difluorophenyl)-4H-benzo[e][1,2,4]thiadiazine 1,1-dioxide